7-(3-((6-amino-4-(5-methylfuran-2-yl)-1H-pyrazolo[3,4-d]pyrimidin-1-yl)methyl)phenoxy)-N-hydroxyheptanamide NC1=NC(=C2C(=N1)N(N=C2)CC=2C=C(OCCCCCCC(=O)NO)C=CC2)C=2OC(=CC2)C